4-methoxy-l-N,3-N-bis(pyridin-3-ylmethyl)benzene-1,3-dicarboxamide COC1=C(C=C(C=C1)C(=O)NCC=1C=NC=CC1)C(=O)NCC=1C=NC=CC1